C1(=CC=CC=C1)C=1NC(=CN1)C1=C2C(=NC=C1)NC=C2 4-(2-phenyl-1H-imidazol-5-yl)-1H-pyrrolo[2,3-b]pyridine